S1C(=NC2=C1C=CC=C2)NC2=C(C1=C(N=N2)N(CCC1)C=1SC(=C(N1)C(=O)O)CCCOC1=C(C=C(C=C1)C#CCN1CCN(CC1)C)F)C 2-[3-(1,3-Benzothiazol-2-ylamino)-4-methyl-6,7-dihydro-5H-pyrido[2,3-c]pyridazin-8-yl]-5-[3-[2-fluoro-4-[3-(4-methylpiperazin-1-yl)prop-1-ynyl]phenoxy]propyl]thiazole-4-carboxylic acid